4-(2-furyl)-2-(propylamino)-6-[[3-(trifluoromethyl)phenyl]methylamino]pyrimidine-5-carbonitrile O1C(=CC=C1)C1=NC(=NC(=C1C#N)NCC1=CC(=CC=C1)C(F)(F)F)NCCC